Ethyl (5-(5-((4-oxo-3,4-dihydrophthalazin-1-yl)methyl)-2-(trifluoromethyl) phenyl)-1H-benzoimidazol-2-yl)carbamate O=C1NN=C(C2=CC=CC=C12)CC=1C=CC(=C(C1)C1=CC2=C(NC(=N2)NC(OCC)=O)C=C1)C(F)(F)F